ClC1=C(C=CC2=C1C(=N[C@H](C(=N2)N)C)C2=C(C=CC=C2F)F)Cl (3S)-6,7-dichloro-5-(2,6-difluorophenyl)-3-methyl-3H-1,4-benzodiazepine-2-Amine